FC1=C(N)C=C(C(=C1)C)C1=CC(=NC(=C1)OCCOC1OCCCC1)N1CCOCC1 2-fluoro-4-methyl-5-[2-(morpholin-4-yl)-6-[2-(oxan-2-yloxy)ethoxy]pyridin-4-yl]aniline